C(C)(C)(C)C1N(CC=C1CC(F)(F)F)C(=O)OCC1=NC(=NN1C)CO (1-methyl-1H-1,2,4-triazole-3,5-diyl)dimethanol tert-butyl-3-(2,2,2-trifluoroethyl)-2,5-dihydropyrrole-1-carboxylate